Methyl 3-chloro-6-(2,5-difluoro-4-(trifluoromethyl) phenyl)-5-fluoropicolinate ClC=1C(=NC(=C(C1)F)C1=C(C=C(C(=C1)F)C(F)(F)F)F)C(=O)OC